D-aspartic acid-acrylamide C(C=C)(=O)N.N[C@H](CC(=O)O)C(=O)O